FC1(OC2=C(O1)C=CC=C2C=2C(=CNC2)C#N)F 4-(2,2-Difluoro-2H-1,3-benzodioxol-4-yl)-1H-pyrrole-3-carbonitrile